C1(CC1)C=1N=NN(C1)[C@@H](C(=O)N1[C@@H](C[C@H](C1)O)C(=O)NC1C2CCC(C1CO)C2)C(C)(C)C (2S,4R)-1-[(2R)-2-(4-cyclopropyltriazol-1-yl)-3,3-dimethyl-butanoyl]-4-hydroxy-N-[3-(hydroxymethyl)norbornan-2-yl]pyrrolidine-2-carboxamide